P.[Rh] Rhodium Phosphine